(R)-8-acryloyl-1-(4-(azetidin-1-yl)-2,2-dimethylpyrrolidin-1-yl)-4-chloro-3-(2-fluorophenyl)-6,6a,7,8,9,10-hexahydro-12H-pyrazino[2,1-c]pyrido[3,4-f][1,4]oxazepin-12-one C(C=C)(=O)N1C[C@@H]2COC3=C(C(N2CC1)=O)C(=NC(=C3Cl)C3=C(C=CC=C3)F)N3C(CC(C3)N3CCC3)(C)C